6-methoxy-2-(2-pyrimidin-2-ylpyrimidin-5-yl)-3,4-dihydro-1H-isoquinoline COC=1C=C2CCN(CC2=CC1)C=1C=NC(=NC1)C1=NC=CC=N1